C1=CC=CC=2C3=CC=CC=C3C(C12)COC(=O)NC(C(=O)OC(C)(C)C)CCCCN tert-butyl 2-((((9H-fluoren-9-yl)methoxy)carbonyl)amino)-6-aminohexanoate